C1(=C(C=CC=C1)NC(=O)C1CC2=CC=CC=C2C1)C N-(o-tolyl)-2,3-dihydro-1H-indene-2-carboxamide